5-((4-(5-chloropyridin-2-yl)piperazin-1-yl)methyl)-2-(2,4-dioxotetrahydropyrimidine-1(2H)-yl)isoindoline-1,3-dione ClC=1C=CC(=NC1)N1CCN(CC1)CC=1C=C2C(N(C(C2=CC1)=O)N1C(NC(CC1)=O)=O)=O